1-[[2-(difluoromethoxy)pyridin-4-yl]methyl]-3-[(1R,3S)-3-(trifluoromethoxy)cyclopentyl]urea FC(OC1=NC=CC(=C1)CNC(=O)N[C@H]1C[C@H](CC1)OC(F)(F)F)F